NC1=C(C(=NN1CC(F)(F)F)C1=C(C=C(C=C1)Br)F)C#N 5-amino-3-(4-bromo-2-fluoro-phenyl)-1-(2,2,2-trifluoroethyl)pyrazole-4-carbonitrile